FC1=CC=C2C(CN(C2=C1)C(=O)O)C(=O)O 6-fluoro-1,3-dicarboxylindoline